2-(4,4-difluoroazepan-1-yl)-N-(3-(2-hydroxypropan-2-yl)phenyl)quinoline-3-carboxamide FC1(CCN(CCC1)C1=NC2=CC=CC=C2C=C1C(=O)NC1=CC(=CC=C1)C(C)(C)O)F